(R)-6-(4-(2-methoxyphenyl)piperidin-1-yl)-2-(pyrimidin-5-yl)-2-azaspiro[3.4]octane formate salt C(=O)O.COC1=C(C=CC=C1)C1CCN(CC1)[C@H]1CC2(CN(C2)C=2C=NC=NC2)CC1